CN(C(C=C)=O)C=1C=C2CCC(C2=CC1)NC1=CC(=CC=C1)C(F)(F)F N-methyl-N-(1-((3-(tri-fluoromethyl)phenyl)amino)-2,3-dihydro-1H-inden-5-yl)acrylamide